(S)-3-naphthyl-butyraldehyde C1(=CC=CC2=CC=CC=C12)[C@H](CC=O)C